C(OCC1=NN(C(=C1)C1CCC1)C)(OC1=CC=C(C=C1)[N+](=O)[O-])=O (5-cyclobutyl-1-methyl-pyrazol-3-yl)methyl (4-nitrophenyl) carbonate